N-((2-methylpiperidino)methyl)-2-[((2-methylpiperidino)methyl)thio]-2-imidazoline CC1N(CCCC1)CN1C(=NCC1)SCN1C(CCCC1)C